FC1=CC=C(C=C1)C1=NN2C(CN(CC2)C(C=C)=O)=C1C1=C(C=NC=C1)OC 1-[2-(4-fluorophenyl)-3-(3-methoxypyridin-4-yl)-6,7-dihydropyrazolo[1,5-a]pyrazin-5(4H)-yl]prop-2-en-1-one